ClC1=NC2=CC(=C(C=C2C(=N1)Cl)C1=CC(=CC(=C1)OC)OC)N 2,4-dichloro-6-(3,5-dimethoxyphenyl)quinazolin-7-amine